2-((S)-1-(4-(6-((4-chloro-2-fluorobenzyl)oxy)pyridin-2-yl)piperidin-1-yl)ethyl)-3-(((S)-oxetan-2-yl)methyl)-3H-imidazo[4,5-b]pyridine-5-carboxylic acid ClC1=CC(=C(COC2=CC=CC(=N2)C2CCN(CC2)[C@@H](C)C2=NC=3C(=NC(=CC3)C(=O)O)N2C[C@H]2OCC2)C=C1)F